2-(ethoxymethyl)-5-phenyl-1H-imidazole-4-carboxylate C(C)OCC=1NC(=C(N1)C(=O)[O-])C1=CC=CC=C1